4-{[(5-bromo-2-nitrophenyl)amino]methyl}hexan-1-ol BrC=1C=CC(=C(C1)NCC(CCCO)CC)[N+](=O)[O-]